C(C)(C)C1=C(C=CC=C1)C1CN(CCN1)CC1=CC2=C(OCCCO2)C(=C1)OC 3-(2-isopropylphenyl)-1-((9-methoxy-3,4-dihydro-2H-benzo[b][1,4]dioxepin-7-yl)methyl)piperazine